FCCCCCCCOC(C(=C)C)=O.ClC1=CC=C2C=CN=C(C2=C1)NC1=NC=C(C(=O)NCC(N2CCCC2)C=2C=NC=CC2)C=C1 6-((7-chloroisoquinolin-1-yl)amino)-N-(2-(pyridin-3-yl)-2-(pyrrolidin-1-yl)ethyl)nicotinamide Fluoroheptyl-methacrylate